2,2-Bis[(2-bromoisobutyryloxy)methyl]propionamide tert-butyl-4-(3-fluoro-4-carboxyphenyl)piperazine-1-carboxylate C(C)(C)(C)OC(=O)N1CCN(CC1)C1=CC(=C(C=C1)C(=O)O)F.BrC(C(=O)OCC(C(=O)N)(C)COC(C(C)(C)Br)=O)(C)C